monofluorotridecane FC(CCCCCC)CCCCCC